tin oxide Silver indium [In].[Ag].[Sn]=O